CN1C(=NC=2CN(CCC21)C[C@H]2NC(CC2)=O)C(=O)OC methyl (S)-1-methyl-5-((5-oxopyrrolidin-2-yl)methyl)-4,5,6,7-tetrahydro-1H-imidazo[4,5-c]pyridine-2-carboxylate